C(CCC)OC(C1=CC=CC=C1)S(=O)(=O)N.[Li] lithium butoxytoluenesulfonamide